OCC1=CC=C(S1)C=1C=CC(=C(C#N)C1)OCC(C)C 5-(5-(hydroxymethyl)thiophen-2-yl)-2-isobutoxybenzonitrile